C(C1=CC=CC=C1)OC(=O)[C@H]1N(C[C@](C1)(COC)F)C(CNC(C1=CC=C(C=C1)C(C1=CC=CC=C1)=O)=O)=O (2S,4R)-1-((4-benzoylbenzoyl)glycyl)-4-fluoro-4-(methoxymethyl)pyrrolidine-2-carboxylic acid benzyl ester